N-[[4-[5-(difluoromethyl)-1,3,4-oxadiazol-2-yl]-2-fluoro-phenyl]methyl]-2-(1-oxo-1,4-thiazinan-4-yl)-N-phenyl-ethanesulfonamide FC(C1=NN=C(O1)C1=CC(=C(C=C1)CN(S(=O)(=O)CCN1CCS(CC1)=O)C1=CC=CC=C1)F)F